tert-Butyl 7-benzyl-9,9-difluoro-3,7-diazabicyclo[3.3.1]nonane-3-carboxylate C(C1=CC=CC=C1)N1CC2CN(CC(C1)C2(F)F)C(=O)OC(C)(C)C